NCCNCCC[Si](OCC)(OCC)OCC N-(beta-aminoethyl)-gamma-aminopropyltriethoxysilicon